(s)-(3-(1-fluoro-3-phenylpropan-2-yl)-1,2,3-oxadiazol-3-ium-5-yl)((3-(trifluoromethyl)phenyl)carbamoyl)amide FC[C@H](CC1=CC=CC=C1)[N+]1=NOC(=C1)[N-]C(NC1=CC(=CC=C1)C(F)(F)F)=O